2-morpholinooxazolo[4,5-b]pyridine-6-carboxamide Hydrochloride Cl.O1CCN(CC1)C=1OC=2C(=NC=C(C2)C(=O)N)N1